trans-5-(2-([2,2'-Bipyrimidin]-5-yl)cyclopropyl)-2-chloro-N-methylbenzamide N1=C(N=CC(=C1)[C@H]1[C@@H](C1)C=1C=CC(=C(C(=O)NC)C1)Cl)C1=NC=CC=N1